Tetra[(1,1'-biphenyl)-4-yl]-(1,1'-biphenyl)-4,4'-diamine C1(=CC=C(C=C1)C1=C(C(=C(C(=C1C1=CC=C(C=C1)N)C1=CC=C(C=C1)C1=CC=CC=C1)C1=CC=C(C=C1)C1=CC=CC=C1)N)C1=CC=C(C=C1)C1=CC=CC=C1)C1=CC=CC=C1